ClC1=C(C=CC=C1OCCCN1C(CC(C1)O)=O)C=1C=C(NN2SC3=C(C2)C=CC=C3)C=CC1 N-(3-(2-chloro-3-(3-(4-hydroxy-2-oxopyrrolidin-1-yl)propoxy)phenyl)anilino)benzisothiazole